2-nitro-5-thiobenzoic acid C1=CC(=C(C=C1S)C(=O)O)[N+](=O)[O-]